ClC1=C(C(=CC(=C1)Cl)F)NC=1N(C2=NC(=NC=C2N1)N[C@H]1C[C@@H](CCC1)O)C1CCC(CC1)C(=O)N (1S,4s)-4-(8-(2,4-dichloro-6-fluorophenylamino)-2-((1R,3R)-3-hydroxycyclohexylamino)-9H-purin-9-yl)cyclohexanecarboxamide